FC1=CC=C(C=C1)C1=C(C(=NC(=C1C#N)OC)C1=CC=CC=C1)C 4-(4-Fluoro-phenyl)-2-methoxy-5-methyl-6-phenyl-nicotinonitrile